(3α,5α)-androst-16-en-3-ol C[C@@]12C=CC[C@H]1[C@@H]1CC[C@H]3C[C@@H](CC[C@]3(C)[C@H]1CC2)O